chloro-3,3-dimethylindolin-2-one ClN1C(C(C2=CC=CC=C12)(C)C)=O